N1=CC=C2N1C=C(C=C2)C2=CC(CC2)=O 3-{pyrazolo[1,5-a]pyridin-6-yl}cyclopent-2-en-1-one